2-aminopyrid-3-yl-boronic acid NC1=NC=CC=C1B(O)O